6-diethylmethyl-3-methyl-p-chlorophenol C(C)C(C1=CC(=C(C=C1O)C)Cl)CC